The molecule is an ergot alkaloid produced by the fungus Aspergillus fumigatus that is ergoline which is substituted by methyl groups at the 6 and 8beta positions, and by an acetoxy group at the 9beta position. It has a role as a metabolite. It is an acetate ester and an ergot alkaloid. It is a conjugate base of a fumigaclavine A(1+). It derives from a hydride of an ergoline. C[C@H]1CN([C@@H]2CC3=CNC4=CC=CC(=C34)[C@H]2[C@H]1OC(=O)C)C